COC(=O)C1=NC(=C(C(=C1Cl)N)F)Cl 4-amino-3,6-dichloro-5-fluoro-pyridine-2-carboxylic acid methyl ester